C1(CC1)[C@H](C1=CC=2N(N=C1)C=C(N2)[C@@H](NC(=O)C2=NN(N=C2)CC2CC2)C2CCC(CC2)(F)F)NC(CCC(F)(F)F)=O |o1:3| N-((S)-(7-((R*)-Cyclopropyl(4,4,4-trifluorobutanamido)methyl)imidazo[1,2-b]pyridazin-2-yl)(4,4-difluorocyclohexyl)methyl)-2-(cyclopropylmethyl)-2H-1,2,3-triazole-4-carboxamide